NC1=NC=C(C2=C1C(=NN2[C@@H]2CN(CC2)C(C=C)=O)C#CC2=C(C(=CC(=C2)OC)OC)F)C=2SC=CN2 (S)-1-(3-(4-amino-3-((2-fluoro-3,5-dimethoxyphenyl)ethynyl)-7-(thiazol-2-yl)-1H-pyrazolo[4,3-c]pyridin-1-yl)pyrrolidin-1-yl)prop-2-en-1-one